tert-butyl 6-(3-chloro-2-(hydroxymethyl) benzyl)-2,6-diazaspiro[3.3]heptane-2-carboxylate ClC=1C(=C(CN2CC3(CN(C3)C(=O)OC(C)(C)C)C2)C=CC1)CO